((3aR,4R,6R,6aR)-6-(4-aminopyrrolo[2,1-f][1,2,4]triazin-7-yl)-6-cyano-2-oxotetrahydrofuro[3,4-d][1,3]dioxol-4-yl)methyl isobutyl carbonate C(OC[C@H]1O[C@@]([C@@H]2OC(O[C@@H]21)=O)(C#N)C2=CC=C1C(=NC=NN12)N)(OCC(C)C)=O